Cl[SiH]([Si](Cl)(Cl)Cl)Cl pentachlorodisilane